(2-(3,3-difluorocyclobutyl)-4-(difluoromethyl)oxazol-5-yl)methanone FC1(CC(C1)C=1OC(=C(N1)C(F)F)C=O)F